C(C)OC(=O)C=1OC2=C(C1C)C=C(C=C2)S(N(C2=C(C=CC=C2)N2CCN(CC2)C(=O)C2=CN=CS2)CCC2=CC=CC=C2)(=O)=O 3-Methyl-5-(N-phenethyl-N-(2-(4-(thiazole-5-carbonyl)piperazin-1-yl)phenyl)sulfamoyl)benzofuran-2-carboxylic acid ethyl ester